C(C)(C)N1C=CC2=CC=CC=C12.[Na] Sodium 1-isopropyl-1H-indol